NC=1C2=C(C(NN1)=O)NC=C2I 4-amino-3-iodo-1,6-dihydro-7H-pyrrolo[2,3-d]Pyridazin-7-one